(aminoethoxy) ethoxy-2-(acetylamino)-2-deoxy-β-D-glucopyranoside C(C)O[C@]1(OOCCN)[C@@H]([C@@H](O)[C@H](O)[C@H](O1)CO)NC(C)=O